4-fluoro-N-((5-(6-methoxypyridazin-3-yl)-1,3,4-oxadiazol-2-yl)methyl)aniline FC1=CC=C(NCC=2OC(=NN2)C=2N=NC(=CC2)OC)C=C1